1,2,4-Benzenetricarboxylic acid, 1,2-dimethyl ester C=1(C(=CC(=CC1)C(=O)[O-])C(=O)OC)C(=O)OC